N(=C=O)CCOC([C@H](CCCCN=C=O)N=C=O)=O (2S)-2,6-diisocyanatohexanoic acid-2-isocyanatoethyl ester